P(=O)(OC(C)(CCC)CCC)(OCF)[O-] dipropylethyl fluoromethyl phosphate